2-fluoro-4-((3-((3R,4S)-3-hydroxytetrahydro-2H-pyran-4-yl)-4-oxo-3,4,8,9-tetrahydro-2H-benzofuro[5,4-e][1,3]oxazin-6-yl)methyl)-N-(2-methoxyethyl)benzamide FC1=C(C(=O)NCCOC)C=CC(=C1)CC1=CC=2C(N(COC2C=2CCOC21)[C@@H]2[C@H](COCC2)O)=O